IC1=CN(C2=CC=CC=C12)S(=O)(=O)C1=CC=C(C)C=C1 3-iodo-1-p-toluenesulfonyl-1H-indole